[C@]12(C(=O)C[C@@H](CC1)C2(C)C)CS(=O)(=O)O (1S)-(R)-10-camphorsulfonic acid